1-methyl-N-(1-methylpyrazol-4-yl)azepan-4-amine trifluoroacetate FC(C(=O)O)(F)F.CN1CCC(CCC1)NC=1C=NN(C1)C